6-chloro-N-[2-(2,4-dimethylphenyl)ethyl]-5-methyl-3-[3-(trifluoromethyl)phenyl]pyridazine-4-carboxamide ClC1=C(C(=C(N=N1)C1=CC(=CC=C1)C(F)(F)F)C(=O)NCCC1=C(C=C(C=C1)C)C)C